C(C=C)(=O)N1C[C@@H](CCC1)OC=1N=C2C(=NC1)NC=C2C(=O)N[C@H](COC)C 2-{[(3R)-1-acryloylpiperidin-3-yl]oxy}-N-[(2S)-1-methoxy-propan-2-yl]-5H-pyrrolo[2,3-b]pyrazine-7-carboxamide